C(C)(C)C1=CC=C(C=C1)C1=NC(=NO1)C1=CC=C(C2=CC=CC=C12)CN1CC(C1)C(=O)O 1-((4-(5-(4-isopropylphenyl)-1,2,4-oxadiazol-3-yl)naphthalen-1-yl)methyl)azetidine-3-carboxylic acid